tert-butyl (R)-4-((6-(2-methylthiazol-4-yl)pyrazolo[1,5-a]pyrazin-4-yl)oxy)azepane-1-carboxylate CC=1SC=C(N1)C=1N=C(C=2N(C1)N=CC2)O[C@H]2CCN(CCC2)C(=O)OC(C)(C)C